BrC=1C=NSC1 4-bromoisothiazole